6-((1S,2S)-2-(6-(2,4-dimethoxypyrimidin-5-yl)imidazo[1,2-b]pyridazin-8-yl)cyclopropyl)-3,3-dimethyl-1-(2,2,2-trifluoroethyl)indolin-2-one COC1=NC=C(C(=N1)OC)C=1C=C(C=2N(N1)C=CN2)[C@@H]2[C@H](C2)C2=CC=C1C(C(N(C1=C2)CC(F)(F)F)=O)(C)C